tert-butyl 4-(4-{4-amino-3-[4-(difluoromethanesulfonamido)-3-fluorophenyl]-1-methyl-1H-pyrazolo[4,3-c]pyridin-7-yl}-1H-pyrazol-1-yl)piperidine-1-carboxylate NC1=NC=C(C2=C1C(=NN2C)C2=CC(=C(C=C2)NS(=O)(=O)C(F)F)F)C=2C=NN(C2)C2CCN(CC2)C(=O)OC(C)(C)C